Cl.FC=1C=2N(C=CC1C1CCNCC1)C=C(N2)C2=CC=C(C=C2)S(=O)(=O)C 8-fluoro-2-(4-(methylsulfonyl)phenyl)-7-(piperidin-4-yl)imidazo[1,2-a]pyridine hydrochloride